4-((3,6-Bis(9,9-dimethyl-9H-fluoren-1-yl)naphthalen-1-yl)(quinolin-6-yl)amino)benzonitrile CC1(C2=CC=CC=C2C=2C=CC=C(C12)C=1C=C(C2=CC=C(C=C2C1)C1=CC=CC=2C3=CC=CC=C3C(C12)(C)C)N(C1=CC=C(C#N)C=C1)C=1C=C2C=CC=NC2=CC1)C